BrC1=C(C(=C(C=C1)NC(C(C)(C)C)=O)C)Cl N-(4-bromo-3-chloro-2-methylphenyl)pivalamide